6-Ethyl-3-methyl-6H-thieno[2,3-b]pyrrole-5-carboxylic acid ethyl ester C(C)OC(=O)C1=CC2=C(N1CC)SC=C2C